(S)-5-((methylamino)methyl)pyrrolidine CNC[C@@H]1CCCN1